C(C)(C)(C)OC(=O)N1[C@@H](C[C@H](C1)O)C(N[C@@H](CC(=O)OC)C1=CC=C(C=C1)Br)=O (2S,4R)-2-{[(1S)-1-(4-bromophenyl)-3-methoxy-3-oxopropyl]Carbamoyl}-4-Hydroxypyrrolidine-1-carboxylic acid tert-butyl ester